2-bromomethyl-4-methoxy-6-tert-butylphenol BrCC1=C(C(=CC(=C1)OC)C(C)(C)C)O